N1N=CC2=C(C=CC=C12)C=1C=CC2=C(C=3CN(C(C3C=C2)=O)CC(C(=O)N)=C)C1 2-{[8-(1H-indazol-4-yl)-3-oxo-1H,2H,3H-benzo[e]isoindol-2-yl]methyl}prop-2-enamide